NC=1N=C2C=C(C=NC2=C(C1)C)CNC(=O)C1=NC=NC(=C1)NC1CC1 N-[(6-amino-8-methyl-1,5-naphthyridin-3-yl)methyl]-6-(cyclopropylamino)pyrimidine-4-carboxamide